C(CCCCCCCCC(=O)[O-])(=O)[O-].[K+].[K+] dipotassium decanedioate